C(C)(C)(C)OC(=O)N1C(CN(C(C1)C1=CC(=CC(=C1)C=1C=NC2=CC=CN=C2C1)Cl)C(C)=O)C tert-butyl-4-acetyl-5-(3-chloro-5-(1,5-naphthyridin-3-yl)phenyl)-2-methylpiperazine-1-carboxylate